N-(4-bromo-2-(trifluoromethyl)benzyl)-1-(4-methoxybenzyl)piperidine-4-carboxamide BrC1=CC(=C(CNC(=O)C2CCN(CC2)CC2=CC=C(C=C2)OC)C=C1)C(F)(F)F